BrC=1C2=C(N(C(CC1C=O)=O)C(C)C1=CC(=C(C=C1)C)F)C=CC=C2 5-bromo-1-(1-(3-fluoro-4-methylphenyl)ethyl)-2-oxo-2,3-dihydro-1H-benzo[b]azepine-4-carbaldehyde